(R)-6-((4-Hydroxy-1-(3-phenylbutanoyl)piperidin-4-yl)methyl)-2-methyl-3-(phenylamino)-2H-pyrazolo[4,3-d]pyrimidin-7(6H)-one OC1(CCN(CC1)C(C[C@@H](C)C1=CC=CC=C1)=O)CN1C=NC=2C(C1=O)=NN(C2NC2=CC=CC=C2)C